iron aluminum salt [Al].[Fe]